propenyl-ethoxydipropoxysilane C(=CC)[Si](OCCC)(OCCC)OCC